ammonia-oxide [NH3]=O